C(C)(C)(C)N1C(=NN=C1)C1=CC=CC(=N1)NC(=O)NC1=NC=CC(=C1)C(=O)OC Methyl 2-([[6-(4-tert-butyl-4H-1,2,4-triazol-3-yl)pyridin-2-yl]carbamoyl]amino)pyridine-4-carboxylate